C(C=C)(=O)OC1=CC(=CC(=C1)OCC=C)OCC=C 3,5-bis(allyloxy)phenyl acrylate